phenyl 2-[2-chloro-(1,3-dioxo-4,5,6,7-tetrahydroisoindol-2-yl)-4-fluorophenoxy]acetate ClC1=C(OCC(=O)OC2=CC=CC=C2)C=CC(=C1N1C(C=2CCCCC2C1=O)=O)F